N-hydroxy-2-methyl-2-(methylsulfonyl)-4-(4-(pyridin-4-ylethynyl)-3,6-dihydropyridin-1(2H)-yl)butanamide ONC(C(CCN1CCC(=CC1)C#CC1=CC=NC=C1)(S(=O)(=O)C)C)=O